C12OCCN(C2C1)C1=NC(=CC(=C1)C=1C=C(C=CC1C)NC(=O)N1C[C@@H](CC1)CC(F)(F)F)OC[C@@H](C)O (3S)-N-(3-(2-(2-oxa-5-azabicyclo[4.1.0]heptan-5-yl)-6-((R)-2-hydroxypropoxy)pyridin-4-yl)-4-methylphenyl)-3-(2,2,2-trifluoroethyl)pyrrolidine-1-carboxamide